Sodium (2S,5R)-N-[2-(morpholin-4-yl)-2-oxoethoxy]-7-oxo-6-(sulfooxy)-1,6-diazabicyclo[3.2.1]octane-2-carboxamide N1(CCOCC1)C(CONC(=O)[C@H]1N2C(N([C@H](CC1)C2)OS(=O)(=O)O)=O)=O.[Na]